ClC1=NC=C(C(=N1)NC=1C=C(C=CC1)NS(=O)(=O)C(C)(C)C)C N-(3-((2-chloro-5-methylpyrimidin-4-yl)amino)phenyl)-2-methylpropane-2-sulfonamide